ClC=1C=C(C(=NC1O[C@H]1CCC2=C(C=CC=C12)C1=CC2=C(CCO2)C=C1)OC)CNC[C@@H]1CCC(N1)=O (S)-5-((((5-chloro-6-(((S)-4-(2,3-dihydrobenzofuran-6-yl)-2,3-dihydro-1H-inden-1-yl)oxy)-2-methoxypyridin-3-yl)methyl)amino)methyl)pyrrolidin-2-one